2-(4-chloro-phenyl)-5-hydroxybenzofuran ClC1=CC=C(C=C1)C=1OC2=C(C1)C=C(C=C2)O